C(#N)N1C[C@H]2[C@@](C1)(CCC2)NC(=O)C2=NNC(=C2)C2=C(C=CC=C2)OC2=CC=CC=C2 N-((3aR,6aS)-2-cyanohexahydrocyclopenta[c]pyrrol-3a(1H)-yl)-5-(2-phenoxyphenyl)-1H-pyrazole-3-carboxamide